2-(2'-Isopropyl-7'-oxo-5'H-spiro[cyclopropane-1,4'-thieno[2,3-c]pyridin]-6'(7'H)-yl)-N-(pyrimidin-2-yl)acetamide C(C)(C)C1=CC2=C(C(N(CC23CC3)CC(=O)NC3=NC=CC=N3)=O)S1